3,3-dimethyl-1-((1s,3s)-3-(piperidin-1-yl)cyclobutyl)-6-(4,4,5,5-tetramethyl-1,3,2-dioxaborolan-2-yl)indolin-2-one CC1(C(N(C2=CC(=CC=C12)B1OC(C(O1)(C)C)(C)C)C1CC(C1)N1CCCCC1)=O)C